C=1C=CN2C1C1=CC=C(C=C1C=C2)O pyrrolo[2,1-a]isoquinolin-8-ol